N2-(2-nitrobenzyl)oxycarbonylguanosine 5'-methylene(bisphosphonate) C(P(O)(O)=O)P(O)(=O)OC[C@@H]1[C@H]([C@H]([C@@H](O1)N1C=NC=2C(=O)NC(NC(=O)OCC3=C(C=CC=C3)[N+](=O)[O-])=NC12)O)O